4-[(3R)-4-(cyclopropylcarbonyl)-3-methylpiperazin-1-yl]-2-(1,3-dimethyl-1H-pyrazol-4-yl)pyrimidine-5-carbonitrile C1(CC1)C(=O)N1[C@@H](CN(CC1)C1=NC(=NC=C1C#N)C=1C(=NN(C1)C)C)C